NC([C@H](C[C@H]1C(NCCC1)=O)NC(=O)C1N(C[Si]2(C1)CCCC2)C(=O)C=2NC1=CC=CC(=C1C2)OC)=O N-[(1S)-2-amino-2-oxo-1-[[(3S)-2-oxo-3-piperidyl]methyl]ethyl]-2-(4-methoxy-1H-indole-2-carbonyl)-2-aza-5-silaspiro[4.4]nonane-3-carboxamide